OCC([C@H](C[C@H]1C(NCC1)=O)NC(=O)[C@H]1N(C[C@H]2[C@@H]1CCC2)C(=O)C=2NC1=CC=CC(=C1C2)OC)=O (1S,3aR,6aS)-N-((S)-4-Hydroxy-3-oxo-1-((S)-2-oxopyrrolidin-3-yl)butan-2-yl)-2-(4-methoxy-1H-indole-2-carbonyl)octahydrocyclopenta[c]pyrrole-1-carboxamide